6-amino-2-(2,6-difluoro-3,5-dimethoxyphenyl)-4,4-dimethyl-1,4-dihydro-2,7-naphthyridin-3(2H)-one NC=1C=C2C(C(N(CC2=CN1)C1=C(C(=CC(=C1F)OC)OC)F)=O)(C)C